N-(1,2-dimyristyloxyprop-3-yl)-N,N-dimethyl-N-carboxyethylammonium bromide [Br-].C(CCCCCCCCCCCCC)OCC(C[N+](CCC(=O)O)(C)C)OCCCCCCCCCCCCCC